C(#C)[C@H]1N(C(OC1)(C)C)C(=O)OC(C)(C)C tert-butyl (R)-4-ethynyl-2,2-dimethyloxazolidine-3-carboxylate